(3-methoxyphenyl)(2-phenyl-1H-imidazol-4-yl)methanone COC=1C=C(C=CC1)C(=O)C=1N=C(NC1)C1=CC=CC=C1